NC1=CC(=C2C(N(CCCCC[C@@](C3=NN=C(C1=N2)O3)(C(F)(F)F)O)C3CC(C3)C3=CC=CC=C3)=O)C(F)(F)F (6R)-17-amino-6-hydroxy-12-(3-phenylcyclobutyl)-6,15-bis(trifluoromethyl)-19-oxa-3,4,12,18-tetrazatricyclo[12.3.1.12,5]nonadeca-1(18),2,4,14,16-pentaen-13-one